3-((3,5-dichloro-4-((5-chloro-6-isopropylaminopyrimidin-4-yl)oxy)-phenyl)-amino)propionic acid ClC=1C=C(C=C(C1OC1=NC=NC(=C1Cl)NC(C)C)Cl)NCCC(=O)O